(E)-2-(4-methoxyphenyl)-3-phenyl-N-(p-tolyl)acrylamide COC1=CC=C(C=C1)/C(/C(=O)NC1=CC=C(C=C1)C)=C\C1=CC=CC=C1